L-3-carboxy-2-hydroxy-N,N,N-trimethylpropylammonium chloride [Cl-].C(=O)(O)CC(C[N+](C)(C)C)O